O(C1=CC=CC=C1)C1=NC(=CC2=C1N(C=N2)C(C)C)C2=CC=C1C(=C2)N(C(C12CCNCC2)=O)C2CC(C2)N2CCCCC2 6-[4-PHENOXY-3-(PROPAN-2-YL)-3H-IMIDAZO[4,5-C]PYRIDIN-6-YL]-1-[(1S,3S)-3-(PIPERIDIN-1-YL)CYCLOBUTYL]-1,2-DIHYDROSPIRO[INDOLE-3,4-PIPERIDIN]-2-ONE